trifluoropentyl-ammonium FC(CCCC[NH3+])(F)F